O[C@@]1(CN(CC1)CC(=O)NC1=NC2=C(N1)C(=CC=C2C2CCOCC2)OC)C 2-[(3S)-3-hydroxy-3-methylpyrrolidin-1-yl]-N-[7-methoxy-4-(oxan-4-yl)-1H-1,3-benzodiazol-2-yl]acetamide